C(C)OC=1C(=CC2=CN(N=C2C1)C)C(=O)NC1=CC=C(N=N1)N1C[C@@H](N([C@@H](C1)C)C(=O)OC(C)(C)C)C tert-butyl (2S,6R)-4-(6-(6-ethoxy-2-methyl-2H-indazole-5-carboxamido)pyridazin-3-yl)-2,6-dimethylpiperazine-1-carboxylate